N[C@H](C(=O)N1[C@@H](C[C@@H](C1)O)C(=O)NCC1=CC=C(C=C1)C1=C(N=CS1)C)C(C)(C)C (2S,4S)-1-((S)-2-amino-3,3-dimethylbutanoyl)-4-hydroxy-N-(4-(4-methylthiazol-5-yl)benzyl)pyrrolidine-2-carboxamide